1-(1-benzyl-5-(methylsulfonyl)-1H-1,2,3-triazol-4-yl)ethan-1-one C(C1=CC=CC=C1)N1N=NC(=C1S(=O)(=O)C)C(C)=O